2-(propylsulfonamido)-5-(trifluoromethyl)benzamide C(CC)S(=O)(=O)NC1=C(C(=O)N)C=C(C=C1)C(F)(F)F